6-(4-(4-isopropylpiperazin-1-yl)phenyl)-1,2-dimethyl-N-(4-(morpholinomethyl)benzyl)-1H-benzo[d]imidazol-4-amine C(C)(C)N1CCN(CC1)C1=CC=C(C=C1)C=1C=C(C2=C(N(C(=N2)C)C)C1)NCC1=CC=C(C=C1)CN1CCOCC1